(R)-N-(1-(2-fluoro-3-(trifluoromethyl)phenyl)ethyl)-2-methyl-7-(pyrrolidin-1-yl)-6-(1H-tetrazol-5-yl)pyrido[2,3-d]pyrimidin-4-amine FC1=C(C=CC=C1C(F)(F)F)[C@@H](C)NC=1C2=C(N=C(N1)C)N=C(C(=C2)C2=NN=NN2)N2CCCC2